2-nitro-acetoacetic acid ethyl ester C(C)OC(C(C(=O)C)[N+](=O)[O-])=O